3-[5-(2-chloropyrimidin-4-yl)-2-methyl-1,3-thiazol-4-yl]-2-fluoroaniline ClC1=NC=CC(=N1)C1=C(N=C(S1)C)C=1C(=C(N)C=CC1)F